OC(CCCC1=CC=CC=C1)COC (4-hydroxy-5-methoxypentyl)benzol